C(=O)(O)CC1CC(=O)N(C1=O)O 3-carboxylmethyl-N-hydroxysuccinimide